tert-Butyl 3-((2-(dimethylamino)ethyl)amino)-3-(3-(trifluoromethyl)phenethyl)-piperidine-1-carboxylate CN(CCNC1(CN(CCC1)C(=O)OC(C)(C)C)CCC1=CC(=CC=C1)C(F)(F)F)C